7-((tetrahydrofuran-3-yl)oxy)quinazolin O1CC(CC1)OC1=CC=C2C=NC=NC2=C1